N[C@@H](CC(N)=O)C(=O)Cl mono-L-asparaginyl chloride